C(CCCCCCCCCCCCCCCCC)(=O)OCCOC(CCCCCCCCCCCCCCCCC)=O.[NH4+] ammonium ethylene distearate